FC1=C(C(=C(C(=C1F)F)F)C(F)(F)F)S(=O)(=O)Cl 2,3,4,5-tetrafluoro-6-(trifluoromethyl)benzenesulfonyl chloride